N,N,N',N''-tetrakis-ethoxymethyl-[1,3,5]triazine-2,4,6-triamine C(C)OCN(C1=NC(=NC(=N1)NCOCC)NCOCC)COCC